BrC1=CC=C(C=C1)N(C=1C=C(C(=CC1)C1=CC=CC=C1)C1=CC=CC=C1)C1=CC=C(C=C1)C1=CC=CC2=CC=CC=C12 (4-bromophenyl)-(4-naphthalen-1-yl-phenyl)-[1,1':2',1'']terphenyl-4'-yl-amine